1-bromo-4-((1E)-penta-1,3-dien-1-yl)benzene BrC1=CC=C(C=C1)\C=C\C=CC